ClC1=C(C=C(CNC(C)=O)C=C1)C(F)(F)F N-(4-chloro-3-(trifluoromethyl)-benzyl)acetamid